hexadecylfluorononanoic acid C(CCCCCCCCCCCCCCC)C(C(=O)O)(CCCCCCC)F